CN1CC(C1)(C)[C@@](C=1C=C(C=NC1)C1=NOC(=N1)CC#N)(C1=CC=C(C=C1)C(C)C)O (3-{5-[(R)-(1,3-Dimethyl-azetidin-3-yl)-hydroxy-(4-isopropyl-phenyl)-methyl]-pyridin-3-yl}-[1,2,4]oxadiazol-5-yl)-acetonitrile